OC(C[Na])O Dihydroxyethyl-sodium